C1(=CC=CC=C1)CCCCOC=1C=C(CNCCO)C=CC1OCCCCC1=CC=CC=C1 2-(3,4-bis(4-phenylbutoxy)benzylamino)ethanol